Br.NC1CC2=CC(=C(C=C2CC1)O)O 2-Amino-6,7-Dihydroxy-1,2,3,4-Tetrahydronaphthalene Hydrobromide